diethyl 3-(6-azidohexanamido)pentanedioate N(=[N+]=[N-])CCCCCC(=O)NC(CC(=O)OCC)CC(=O)OCC